potassium eleostearate C(CCCCCCCC=CC=CC=CCCCC)(=O)[O-].[K+]